C(CC(C)C)NC(=O)N1C=NC2=C1C=C(C=C2)C=2C=NC=NC2 N-iso-Pentyl-6-(pyrimidin-5-yl)-1H-benzo[d]imidazole-1-carboxamide